2-hydroxyl-4-Octyloxybenzophenone OC1=C(C(=O)C2=CC=CC=C2)C=CC(=C1)OCCCCCCCC